5-(p-chlorophenyl)-6-(3-fluoro-1-{[p-(trifluoromethyl)phenyl]methyl}-1H-pyrazol-4-yl)-4-pyrimidinylamine ClC1=CC=C(C=C1)C=1C(=NC=NC1C=1C(=NN(C1)CC1=CC=C(C=C1)C(F)(F)F)F)N